BrC1=CC=C(C2=NC(N=C21)(C)C)Br 4,7-dibromo-2,2-dimethyl-2H-benzimidazole